C(C)(C)NC(O[C@H]1C[C@H](CC1)C1=CC(=NN1)NC(COC1=C(C(=CC(=C1)OC)O)/C=N/CCC)=O)=O (1R,3S)-3-(3-(2-(3-hydroxy-5-methoxy-2-((E)-(propylimino)methyl)phenoxy)acetamido)-1H-pyrazol-5-yl)cyclopentyl isopropylcarbamate